C(C)(C)(C)N[C@@H]1CN(CC1)C=1N=NC(=CN1)C1=NC=C(C=C1OCOC)C=1C(=NN(C1)C1OCCCC1)F (3S)-N-(tert-butyl)-1-(6-(5-(3-fluoro-1-(tetrahydro-2H-pyran-2-yl)-1H-pyrazol-4-yl)-3-(methoxymethoxy)pyridin-2-yl)-1,2,4-triazin-3-yl)pyrrolidin-3-amine